CC(CCOC=C(C)C1=CC=CC=C1)CCC=C(C)C (1-((3,7-dimethyloct-6-en-1-yl)oxy)prop-1-en-2-yl)benzene